diethylene glycol bis[methyl 3-(3-tert-butyl-4-hydroxy-5-methylphenyl) propionate] CC(C(=O)OCCOCCOC(C(CC1=CC(=C(C(=C1)C)O)C(C)(C)C)C)=O)CC1=CC(=C(C(=C1)C)O)C(C)(C)C